1,1-Bis[5-(2,3,4-trihydroxybenzyl)-3-cyclohexyl-4-hydroxyphenyl]cyclohexane Tert-butyl-((S)-1,5-dioxo-1,5-bis(((2S,3R,4R,5R)-2,3,4,5,6-pentahydroxyhexyl)amino)pentan-2-yl)carbamate C(C)(C)(C)N(C(O)=O)[C@H](C(NC[C@@H]([C@H]([C@@H]([C@@H](CO)O)O)O)O)=O)CCC(NC[C@@H]([C@H]([C@@H]([C@@H](CO)O)O)O)O)=O.OC1=C(CC=2C(=C(C=C(C2)C2(CCCCC2)C2=CC(=C(C(=C2)CC2=C(C(=C(C=C2)O)O)O)O)C2CCCCC2)C2CCCCC2)O)C=CC(=C1O)O